1-[4-(1,3-benzothiazol-2-yloxy)-3-chlorophenyl]pentan-3-one S1C(=NC2=C1C=CC=C2)OC2=C(C=C(C=C2)CCC(CC)=O)Cl